[Na+].OCC(CO)(CO)NCCS(=O)(=O)[O-] 2-[(tris(hydroxymethyl)methyl)amino]-1-ethanesulfonate sodium